3-methyl-8-[6-(1-methyl-cyclopropyl)pyridin-3-yl]-6-oxo-2H,3H,4H,6H-pyrido[2,1-b][1,3]thiazine-7-carbonitrile CC1CN2C(SC1)=CC(=C(C2=O)C#N)C=2C=NC(=CC2)C2(CC2)C